CC1(OB(OC1(C)C)C1=C(C=CC=C1)/C=C/CC(=O)OC)C Methyl (3E)-4-[2-(4,4,5,5-tetramethyl-1,3,2-dioxaborolan-2-yl)phenyl]but-3-enoate